osmium-osmium [Os].[Os]